6-hydroxy-4-methyl-2,3-dihydro-1H-inden-1-one OC1=CC(=C2CCC(C2=C1)=O)C